FC1=C(C=CC(=C1C=1C=CC=2N(C1)C=NC2C2=NN=CN2)F)NS(=O)(=O)C=2C(=NC=C(C2)F)OC N-[2,4-difluoro-3-[1-(4H-1,2,4-triazol-3-yl)imidazo[1,5-a]pyridin-6-yl]phenyl]-5-fluoro-2-methoxypyridine-3-sulfonamide